C(C)(C)(C)NN[Si](CC)(CC)NNC(C)(C)C bis(tert-butylhydrazino)diethylsilane